3-dimethylphosphinothioyl-2(3H)-oxazolone CP(=S)(N1C(OC=C1)=O)C